CN1CCC(CC1)C1=CC=CC(=N1)C=1C=NN2C1C=CC=C2 3-(6-(1-methylpiperidin-4-yl)pyridin-2-yl)pyrazolo[1,5-a]pyridine